5-methyl-1-(4-(4-(6-(piperazine-1-carbonyl)pyridin-3-yl)benzyl)phenyl)-1H-pyrazole-3-carboxamide CC1=CC(=NN1C1=CC=C(C=C1)CC1=CC=C(C=C1)C=1C=NC(=CC1)C(=O)N1CCNCC1)C(=O)N